methyl 8-methylquinoline-2-carboxylate CC=1C=CC=C2C=CC(=NC12)C(=O)OC